(6R)-12-cyclopropyl-17-(ethylamino)-6,15-bis(trifluoromethyl)-13,19-dioxa-3,4,18-triazatricyclo[12.3.1.12,5]nonadeca-1(17),2,4,14(18),15-pentaen-6-ol C1(CC1)C1CCCCC[C@](C2=NN=C(C3=C(C=C(C(O1)=N3)C(F)(F)F)NCC)O2)(O)C(F)(F)F